4h,5h,6h-pyrrolo[1,2-c][1,2,3]triazol-6-ylacetic acid N1=NC=C2N1C(CC2)CC(=O)O